CC1=C(C(=CC(=C1)C)C)S(=O)(=O)[O-].N[N+]1=C(C=C(C(=C1)Br)C)N 1,2-diamino-5-bromo-4-methylpyridin-1-ium 2,4,6-trimethylbenzenesulfonate